5-(2-Fluorophenyl)-N-((6-(piperazin-1-yl)pyridin-2-yl)methyl)-7H-pyrrolo[2,3-d]pyrimidin-4-amine FC1=C(C=CC=C1)C1=CNC=2N=CN=C(C21)NCC2=NC(=CC=C2)N2CCNCC2